CC1(C(C2=CC(=CC=C2C1)C1=CC=C(C=C1)OC(F)(F)F)NC(O[C@@H]1CN2CCC1CC2)=O)C (S)-quinuclidin-3-yl (2,2-dimethyl-6-(4-(trifluoromethoxy)phenyl)-2,3-dihydro-1H-inden-1-yl)carbamate